C(C=C)N(CCC1=CNC2=CC=C(C=C12)OC(CCCC(=O)O)=O)CC=C 5-((3-(2-(diallylamino)ethyl)-1H-indol-5-yl)oxy)-5-oxopentanoic acid